3-(5-fluoro-1-oxo-4-((7-(spiro[3.3]heptan-2-ylamino)heptyl)thio)isoindolin-2-yl)piperidine FC=1C(=C2CN(C(C2=CC1)=O)C1CNCCC1)SCCCCCCCNC1CC2(C1)CCC2